2-(trifluoromethoxy)benzeneboronic acid FC(OC1=C(C=CC=C1)B(O)O)(F)F